CC1=C(N=C2N(C1=O)C=C(C=C2[C@H](C)NC2=C(C(=O)O)C=CC=C2)C)OC2CCOCC2 (S)-2-((1-(3,7-dimethyl-4-oxo-2-((tetrahydro-2H-pyran-4-yl)oxy)-4H-pyrido[1,2-a]pyrimidin-9-yl)ethyl)amino)benzoic acid